NC1CCN(CC1)C(=O)OC(C)(C)C 4-amino-1-T-butoxycarbonylpiperidine